(methyl)-styrene CC=CC1=CC=CC=C1